Benzyl 8-fluoro-5-oxo-2-azabicyclo[5.1.0]octane-2-carboxylate FC1C2CC(CCN(C12)C(=O)OCC1=CC=CC=C1)=O